C1(=CC=CC=C1)C(OC1CCN(CC1)CCCC(=O)C1=CC=C(C=C1)C(C(=O)O)(C)C)C1=CC=CC=C1 2-(4-(4-(4-(diphenylmethoxy)piperidin-1-yl)butanoyl)phenyl)-2-methylpropanoic acid